CC1=C(CN2CCN3N=C(C(=C32)C(=O)N[C@@H](C)C3=CC=C(C(=O)OC)C=C3)C(F)(F)F)C=CC=C1 Methyl (S)-4-(1-(1-(2-methylbenzyl)-6-(trifluoromethyl)-2,3-dihydro-1H-imidazo[1,2-b]pyrazole-7-carboxamido)ethyl)benzoate